(benzo[d]thiazol-5-yl)-1-(1-carbonyl-1,2-dihydroisoquinolin-5-yl)-5-(trifluoromethyl)-1H-pyrazole-4-carboxamide S1C=NC2=C1C=CC(=C2)C2=NN(C(=C2C(=O)N)C(F)(F)F)C2=C1C=CNC(C1=CC=C2)=C=O